tert-butyl 4-[2-[3-amino-6-(2-hydroxyphenyl)pyridazin-4-yl]-4-pyridyl]piperazine-1-carboxylate NC=1N=NC(=CC1C1=NC=CC(=C1)N1CCN(CC1)C(=O)OC(C)(C)C)C1=C(C=CC=C1)O